1-(3-(6-(methyl(3,3,3-trifluoropropyl)amino)-4-(1-methyl-1H-pyrazol-3-yl)pyridin-3-yl)pyrrolidin-1-yl)prop-2-en-1-one CN(C1=CC(=C(C=N1)C1CN(CC1)C(C=C)=O)C1=NN(C=C1)C)CCC(F)(F)F